NC=1C=NN(C1C(=O)N)C1=CC=C(C=C1)CNC(C1=C(C=CC(=C1)F)OC)=O 4-amino-1-(4-((5-fluoro-2-methoxybenzoylamino)methyl)phenyl)-1H-pyrazole-5-carboxamide